1-(3,4-difluorophenyl)-2-isopropyl-5-methoxy-6-methyl-indole-3-carbaldehyde oxime FC=1C=C(C=CC1F)N1C(=C(C2=CC(=C(C=C12)C)OC)C=NO)C(C)C